[Ni].CC(CC(C)=O)=O.CC(CC(C)=O)=O bis(2,4-pentanedione) nickel